4-Chloro-2-(2,6-dioxo-3-piperidyl)-1-oxo-isoindoline-5-carboxylic acid ClC1=C2CN(C(C2=CC=C1C(=O)O)=O)C1C(NC(CC1)=O)=O